(R/S)-7-(3-(imidazo[1,2-a]pyridin-3-yl)piperazin-1-yl)-5-isopropyl-3H-imidazo[4,5-b]pyridine N=1C=C(N2C1C=CC=C2)[C@H]2CN(CCN2)C2=C1C(=NC(=C2)C(C)C)NC=N1 |r|